S1C=NC2=C1C(=CC=C2)C2=CC=C(C=C2)C=CC(=O)NC=2N=C(SC2)C#C[Si](C)(C)C 3-(4-(Benzothiazol-7-yl)phenyl)-N-(2-((trimethylsilyl)ethynyl)thiazol-4-yl)acrylamide